CC(=CC(=O)OC1=CC=C(C=C1)OB(O)O)C 4-(2-methylpropenyl)carbonyl-oxyphenylboric acid